tert-butyl N-[(tert-butoxy)carbonyl]-N-[6-({7-methyl-9-oxo-3-thia-5,7,10,11-tetraazatricyclo[6.4.0.0{2,6}]dodeca-1(8),2(6),4,11-tetraen-10-yl}methyl)pyridin-2-yl]carbamate C(C)(C)(C)OC(=O)N(C(OC(C)(C)C)=O)C1=NC(=CC=C1)CN1C(C=2N(C=3N=CSC3C2C=N1)C)=O